2,7-dimethyl-5-(5-piperazin-1-yl-indazol-2-yl)indazole CN1N=C2C(=CC(=CC2=C1)N1N=C2C=CC(=CC2=C1)N1CCNCC1)C